tert-butyl 4-[6-[3-[(tert-butoxycarbonylamino)methyl]-4-chloro-phenyl]-3-chloro-2-quinolyl]piperazine-1-carboxylate C(C)(C)(C)OC(=O)NCC=1C=C(C=CC1Cl)C=1C=C2C=C(C(=NC2=CC1)N1CCN(CC1)C(=O)OC(C)(C)C)Cl